FC1=C(C(=CC=C1NS(=O)(=O)N1C[C@@H](CC1)F)F)C1=CC2=C(N=C(N=C2)N[C@@H]2C[C@H](CC2)NC(C)=O)N(C1=O)C N-[(1S,3S)-3-[[6-[2,6-difluoro-3-[[(3R)-3-fluoropyrrolidin-1-yl]sulfonylamino]phenyl]-8-methyl-7-oxopyrido[2,3-d]pyrimidin-2-yl]amino]cyclopentyl]acetamide